S(=O)(=O)(O)O.CC([C@H]1CC[C@H]2[C@@H]3CCC4CCCC[C@]4(C)[C@H]3CC[C@]12C)=O pregnanone sulfate